2-(5-(2-(dimethylamino)ethyl)-2-oxo-4-(trifluoromethyl)pyridin-1(2H)-yl)-3-methylbutanoic acid CN(CCC=1C(=CC(N(C1)C(C(=O)O)C(C)C)=O)C(F)(F)F)C